OC=1C(=C(C(=O)C2=CC=CC=C2)C=CC1)N(C)C hydroxy-N,N-dimethylaminobenzophenone